FC=1C=C2C(C(=CN3C2=C(C1F)OCC3)CN(CC3=NC=NC=C3)[C@@H]3CN(CCC3)C3=NC=CN=C3)=O (S)-9,10-difluoro-6-(((1-(pyrazin-2-yl)piperidin-3-yl)(pyrimidin-4-ylmethyl)amino)methyl)-2,3-dihydro-7H-[1,4]oxazino[2,3,4-ij]quinolin-7-one